C(=O)C=1C=C(C2=C(N=C(O2)C2=C(C(=CC=C2)B2OC(C(O2)(C)C)(C)C)C)C1)C#N 5-formyl-2-(2-methyl-3-(4,4,5,5-tetramethyl-1,3,2-dioxaborolan-2-yl)phenyl)benzo[d]oxazole-7-carbonitrile